N=[SH2](C1=CC2=C([C@@H](CO2)NC)C=C1)C imino(methyl)((S)-3-(methylamino)-2,3-dihydrobenzofuran-6-yl)-λ6-sulfane